1-isopropyl-2-oxo-1,2-dihydropyridine-4-sulfonamide C(C)(C)N1C(C=C(C=C1)S(=O)(=O)N)=O